N[C@@H]1[C@@H](OCC12CCN(CC2)C2=NC(=C1C(=N2)NN=C1C1=C(C2=C(N(N=C2C=C1)C)Cl)Cl)C#N)C 6-((3S,4S)-4-amino-3-methyl-2-oxa-8-azaspiro[4.5]decan-8-yl)-3-(3,4-dichloro-2-methyl-2H-indazol-5-yl)-1H-pyrazolo[3,4-d]pyrimidine-4-carbonitrile